FC=1C=C2C(=CNC2=C(C1)C1=CC(=C2NC(C=3N(C2=C1F)C(=NN3)C)(C)C)C)CCO 2-[5-Fluoro-7-(9-fluoro-1,4,4,6-tetramethyl-5H-[1,2,4]triazolo[4,3-a]quinoxalin-8-yl)-1H-indol-3-yl]-ethanol